C(CCCCC(C)C)OC(C(C)OC1=C(C=CC=C1)C)=O 2-methylphenoxypropionic acid isooctyl ester